[Sn+4].[S-2].[Li+] lithium sulfide tin